3-(2,6-difluorophenyl)-1-((4-(2-methyl-1-oxo-1-(piperazin-1-yl)propan-2-yl)phenyl)amino)imidazo[1,5-a]pyrazin-8(7H)-one FC1=C(C(=CC=C1)F)C1=NC(=C2N1C=CNC2=O)NC2=CC=C(C=C2)C(C(N2CCNCC2)=O)(C)C